ClCCOCCOCCOCCCl bis-(2-(2-chloroethoxy)-ethyl) ether